ClC=1C(=NC=C(N1)C=1C(=C(C=CC1)C1=C(C(=CC=C1)C1=NC(=C(N=C1)C=O)OC)Cl)Cl)C=O 3-chloro-5-(2,2'-dichloro-3'-(5-formyl-6-methoxypyrazin-2-yl)-[1,1'-biphenyl]-3-yl)pyrazine-2-carbaldehyde